CCCCCCCCCCCCCCCC(=O)OC[C@H](COP(=O)(O)OCCN)OC(=O)CCCCCCC/C=C\CCCCCCCC 1-hexadecanoyl-2-(9Z-octadecenoyl)-sn-glycero-3-phosphoethanolamine